1,2,3,4,5,6,8-heptafluoronaphthalene FC1=C(C(=C(C2=C(C(=CC(=C12)F)F)F)F)F)F